COC(=O)CC(=O)NC1=C(C(=O)OC)C=C(C=C1)O methyl 2-(2-methoxycarbonylacetamido)-5-hydroxy-benzoate